C(C)(C)(C)C=1C=C(C=C(C1O)C)CCC(=O)OCC(C)(C)C1OCC2(CO1)COC(OC2)C(COC(CCC2=CC(=C(C(=C2)C)O)C(C)(C)C)=O)(C)C 3,9-bis[2-[3-(3-tert-butyl-4-hydroxy-5-methylphenyl)propionyloxy]-1,1-dimethylethyl]2,4,8,10-tetraoxaspiro[5.5]undecane